6'-(1-fluorocyclopropyl)-2'-(4-methoxybenzyl)-2',3'-dihydro-1'H-spiro[cyclopropane-1,4'-isoquinolin]-1'-one FC1(CC1)C=1C=C2C3(CN(C(C2=CC1)=O)CC1=CC=C(C=C1)OC)CC3